12-hydroxy-8-methoxy-5,9-bis(methoxymethoxy)-2,2-dimethyl-7-(3-methylbut-2-en-1-yl)-2H,6H-pyrano[3,2-B]xanthen-6-one OC1=C2C(=C(C=3C(C=4C(=C(C(=CC4OC13)OCOC)OC)CC=C(C)C)=O)OCOC)C=CC(O2)(C)C